tert-butyl (1R,5S)-3-benzyl-6-methylene-3,8-diazabicyclo[3.2.1]octane-8-carboxylate C(C1=CC=CC=C1)N1C[C@H]2CC([C@@H](C1)N2C(=O)OC(C)(C)C)=C